N-[4-amino-1-(2-trimethylsilylethoxymethyl)pyrazolo[4,3-c]pyridin-7-yl]-2-oxo-2-[(2R,5S)-2-[3-[(dimethylamino)methyl]phenyl]-5-methyl-1-piperidyl]acetamide NC1=NC=C(C2=C1C=NN2COCC[Si](C)(C)C)NC(C(N2[C@H](CC[C@@H](C2)C)C2=CC(=CC=C2)CN(C)C)=O)=O